FC=1C(=CC(=NC1)OC)C1=CC(=NN1)C(=O)N1[C@H]2CC(C[C@@H]1CC2)C(=O)N[C@@H]2CN([C@@H](CC2)C(F)(F)F)C (1R,3s,5S)-8-(5-(5-fluoro-2-methoxypyridin-4-yl)-1H-pyrazole-3-carbonyl)-N-((3S,6S)-1-methyl-6-(trifluoromethyl)piperidin-3-yl)-8-azabicyclo[3.2.1]octane-3-carboxamide